O[C@H](C1=CC(=CC(=N1)C(=O)NC)C(=O)N[C@@H]1[C@H](C1)C)C1=CC=CC=C1 6-((S)-hydroxy(phenyl)methyl)-N2-methyl-N4-((1S,2S)-2-methylcyclopropyl)pyridine-2,4-dicarboxamide